COC=1C=C2C(=C(C=NC2=CC1OC)S(=O)(=O)C1=CC=C(C=C1)OC)N1CC(CC1)O 1-(6,7-dimethoxy-3-((4-methoxyphenyl)sulfonyl)quinolin-4-yl)pyrrolidin-3-ol